2-[(5,6-dimethyl-2-[4-[2-(oxan-2-yloxy)ethoxy]pyridin-2-yl]thieno[2,3-d]pyrimidin-4-yl)(methyl)amino]-N-(6-methylpyridin-3-yl)acetamide CC1=C(SC=2N=C(N=C(C21)N(CC(=O)NC=2C=NC(=CC2)C)C)C2=NC=CC(=C2)OCCOC2OCCCC2)C